1-t-butoxycarbonyl-1-ethylhydrazine C(C)(C)(C)OC(=O)N(N)CC